4-(4-(4-(1-ethylpiperidin-4-yl)piperazin-1-yl)piperidin-1-yl)-3-((3-fluoro-4-(tetradecyloxy)phenyl)sulfonyl)-6-(methylsulfinyl)quinoline C(C)N1CCC(CC1)N1CCN(CC1)C1CCN(CC1)C1=C(C=NC2=CC=C(C=C12)S(=O)C)S(=O)(=O)C1=CC(=C(C=C1)OCCCCCCCCCCCCCC)F